C(C)C(COC(CCSC1=C(C=C(C=C1)CN1CCCC1)[N+](=O)[O-])=O)CCCC.CC=1N=C(NC1C)C1=C(C=CC=C1OC)O 4,5-dimethyl-2-(2-hydroxy-6-methoxyphenyl)imidazole 2-ethylhexyl-3-[2-nitro-4-(pyrrolidin-1-ylmethyl)phenyl]sulfanylpropanoate